(3R)-N3-[(1R)-1-(cyclopentylmethyl)-2-methylpropyl]-1,2,3,4-tetrahydroisoquinoline-3,7-dicarboxamide C1(CCCC1)C[C@H](C(C)C)NC(=O)[C@@H]1NCC2=CC(=CC=C2C1)C(=O)N